1,5-Dichloro-9,10-bis(phenylethynyl)-Anthracen ClC1=CC=CC2=C(C3=C(C=CC=C3C(=C12)C#CC1=CC=CC=C1)Cl)C#CC1=CC=CC=C1